(2R)-2-{4-[6-Amino-5-(p-chlorophenyl)-4-pyrimidinyl]-1H-pyrazol-1-yl}-1-(dimethylamino)-2-[p-(trifluoromethyl)phenyl]ethane NC1=C(C(=NC=N1)C=1C=NN(C1)[C@@H](CN(C)C)C1=CC=C(C=C1)C(F)(F)F)C1=CC=C(C=C1)Cl